Cl.Cl.Cl.NC1=CC=C(C=C1)N(C1=CC=C(C=C1)N)C1=CC=C(C=C1)N N1,N1-bis(4-aminophenyl)benzene-1,4-diamine tri-hydrochloride